N-benzyl-2-isopropoxy-3-nitropyridin-4-amine C(C1=CC=CC=C1)NC1=C(C(=NC=C1)OC(C)C)[N+](=O)[O-]